O(O)O.[Al] Aluminium Oxyhydroxide